3-(4-(ethylsulfonyl)phenyl)propanoic acid C(C)S(=O)(=O)C1=CC=C(C=C1)CCC(=O)O